C(C)C=1C(NC2=CC=C(C=C2C1C1=CC=CC=C1)Br)=O ethyl-6-bromo-4-phenyl-2-quinolinone